NC=1C=C(C(=O)C2=CC=C(C(=C2)OC2=CC=CC=C2)N)C=CC1 3,4'-diamino-5'-phenoxybenzophenone